allyl-sulfate C(C=C)OS(=O)(=O)[O-]